OCCOC1=CC2=CC[C@H]3[C@@H]4CCC[C@@]4(C)CC[C@@H]3[C@]2(CC1)C beta-hydroxy-3-ethoxy-androsta-3,5-diene